6-bromo-4-((1R,4R)-5-(pyridin-2-yl)-2,5-diazabicyclo[2.2.1]heptan-2-yl)quinazoline BrC=1C=C2C(=NC=NC2=CC1)N1[C@H]2CN([C@@H](C1)C2)C2=NC=CC=C2